propionic acid cyclohexylammonium salt C1(CCCCC1)[NH3+].C(CC)(=O)[O-]